C(#N)[C@@H]1C[C@@H](N(C1)C(=O)OC(C)(C)C)C tert-butyl (2S,4R)-4-cyano-2-methyl-pyrrolidine-1-carboxylate